9,9-bis(phenylmethylcarboxymethyl)fluorene C1(=CC=CC=C1)CC(C1(C2=CC=CC=C2C=2C=CC=CC12)C(C(=O)O)CC1=CC=CC=C1)C(=O)O